C[C@@H]1CN=C(CC1)C1=CC(=CC=C1)OCCN1CCCC1 (S)-3-methyl-6-(3-(2-(Pyrrolidin-1-yl)Ethoxy)phenyl)-2,3,4,5-tetrahydropyridine